7,9-dichloro-5-fluoro-4-(4-fluoro-1-methylindazol-7-yl)-1H-pyrazolo[3,4-f]quinazoline ClC1=NC2=C(C(=C3C(=C2C(=N1)Cl)NN=C3)C=3C=CC(=C1C=NN(C31)C)F)F